CN(C)CC1(COC2(OC1)C[C@@H](N(CC2)C(=O)[C@H](CC(C)C)N2C([C@@H](NCC2)CC(C)C)=O)C)C (S)-1-[(S)-1-({(S)-3-[(Dimethyl-amino)methyl]-3,8-dimethyl-1,5-dioxa-9-aza-9-spiro[5.5]undecyl}carbonyl)-3-methylbutyl]-3-isobutyl-2-piperazinone